C(C)(=O)N1CC(C2=CC=CC=C12)=O 1-acetyl-3-oxoindolin